6-Chloro-1-(2-(difluoromethoxy)-5-(methylthio)phenyl)-3-methyl-1H-Pyrazolo[4,3-c]pyridine ClC1=CC2=C(C=N1)C(=NN2C2=C(C=CC(=C2)SC)OC(F)F)C